tert-Butyldiphenyl-(3-(4,4,5,5-tetramethyl-1,3,2-dioxaborolan-2-yl)cyclopent-3-enyloxy)silane 5-Chloropyridin-3-yl-1-methyl-1H-indazole-3-carboxylate ClC=1C=C(C=NC1)OC(=O)C1=NN(C2=CC=CC=C12)C.C(C)(C)(C)[Si](OC1CC(=CC1)B1OC(C(O1)(C)C)(C)C)(C1=CC=CC=C1)C1=CC=CC=C1